C1(=CC=CC2=CC=CC=C12)C1=CC=CC2=CC=CC=C12 r-binaphthalene